CC1=NC=CC(=C1)C1CCC(CC1)C(C(=O)O)C 2-((1s,4S)-4-(2-methylpyridin-4-yl)cyclohexyl)propanoic acid